C1(=CC=C(C=C1)C=1OC(=CN1)C1=CC=C(C=C1)C1=CC=CC=C1)C1=CC=CC=C1 2,5-bis-(4-biphenylyl)-oxazole